benzoyl oxy phosphate P1(=O)(OC(C2=CC=CC=C2)=O)OOO1